Fmoc-N-E-4-methyltrityl-L-lysine C(=O)(OCC1C2=CC=CC=C2C2=CC=CC=C12)N([C@@H](CCCCN)C(=O)O)C(C1=CC=C(C=C1)C)(C1=CC=CC=C1)C1=CC=CC=C1